C(CCCC)N(C#N)CCCCC diamyl-cyanamide